bis-(3,4-epoxy- cyclohexyl) adipate C(CCCCC(=O)OC1CC2C(CC1)O2)(=O)OC2CC1C(CC2)O1